1-(4-cyanophenyl)imidazole C(#N)C1=CC=C(C=C1)N1C=NC=C1